1-(2,2-dimethoxyethyl)-4-(4-nitrophenyl)pyridin-2-one COC(CN1C(C=C(C=C1)C1=CC=C(C=C1)[N+](=O)[O-])=O)OC